FC(OC1=CC(=C(C(=C1)C)C1=CC2=C(N=N1)N(C=C2C#N)C2CC(C2)(C)O)O)F 3-[4-(difluoromethoxy)-2-hydroxy-6-methylphenyl]-7-[(1s,3s)-3-hydroxy-3-methylcyclobutyl]-7H-pyrrolo[2,3-c]pyridazine-5-carbonitrile